8-fluoro-6-(r-isopropyl-[1,4'-bipiperidin]-4-yl)-2-(4-(methylsulfonyl)phenyl)imidazo[1,2-a]pyridine FC=1C=2N(C=C(C1)C1C[C@@H](N(CC1)C1CCNCC1)C(C)C)C=C(N2)C2=CC=C(C=C2)S(=O)(=O)C